3-((S)-5-(4-(3-hydroxyprop-1-yn-1-yl)phenyl)-2-oxooxazolidin-3-yl)piperidine-2,6-dione OCC#CC1=CC=C(C=C1)[C@H]1CN(C(O1)=O)C1C(NC(CC1)=O)=O